N1CCC(CC1)CCC1CCNCC1 1,2-bis-(4-piperidinyl)ethane